N-(2-methoxyethyl)-N-((9Z,12Z)-octadec-9,12-dien-1-yl)octadec-9,12-dien-1-amine COCCN(CCCCCCCCC=CCC=CCCCCC)CCCCCCCC\C=C/C\C=C/CCCCC